N1CC(C1)COC1=NN=C(S1)NC(=O)C=1C=NC(=CC1C1=CC(=NC=C1OC)Cl)C N-(5-(azetidin-3-ylmethoxy)-1,3,4-thiadiazol-2-yl)-2'-chloro-5'-methoxy-6-methyl-(4,4'-bipyridine)-3-carboxamide